bis{(4-hydroxy)phenyl}propane OC1=CC=C(C=C1)C(C)(C)C1=CC=C(C=C1)O